2-(dimethylamino)-N-[4-(2-oxo-2,3-dihydro-1H-naphtho[1,2-e][1,4]diazepin-5-yl)phenyl]nicotinamide CN(C1=C(C(=O)NC2=CC=C(C=C2)C=2C3=C(NC(CN2)=O)C2=CC=CC=C2C=C3)C=CC=N1)C